(6R,8R)-N-(5-chloro-6-(2H-1,2,3-triazol-2-yl)pyridin-3-yl)-2-fluoro-8-methyl-8-(thiazol-5-yl)-7,8-dihydro-6H-cyclopenta[e]pyrazolo[1,5-a]pyrimidine-6-carboxamide ClC=1C=C(C=NC1N1N=CC=N1)NC(=O)[C@@H]1C[C@](C2=C1C=NC=1N2N=C(C1)F)(C1=CN=CS1)C